tert-butyl 4-{1-[(tert-butylcarbonyl)amino]-2-oxo-2-(piperazine-1-yl)ethyl}piperidine-1-carboxylate C(C)(C)(C)C(=O)NC(C(N1CCNCC1)=O)C1CCN(CC1)C(=O)OC(C)(C)C